SC=1N(C(=NN1)C(C(C)C1=CC(=CC=C1)[N+](=O)[O-])=O)C 1-(5-mercapto-4-methyl-4H-1,2,4-triazol-3-yl)-2-(3-nitrophenyl)propan-1-one